N1=CN=CC2=C1C(NC2=O)=O 5H-pyrrolo[3,4-d]pyrimidine-5,7(6H)-dione